[Cl-].C(=O)(O)C1C(CCC2=CC=C(C=C12)OC1=C(C=CC=C1)C1=C(C(=CC=C1)F)Cl)[NH3+] Carboxy-7-((2'-Chloro-3'-fluoro-[1,1'-biphenyl]-2-yl)oxy)-1,2,3,4-tetrahydronaphthalene-2-aminium chloride